ClC1=CC=C(C(=N1)C=1OC(=NN1)C)N 6-Chloro-2-(5-methyl-1,3,4-oxadiazol-2-yl)pyridin-3-amine